CN(C(C=C)=O)CCCS(=O)(=O)O N-methyl-N-(3-sulfopropyl)acrylamide